methyl 2-chloro-5-phenyl-1,3-thiazole-4-carboxylate ClC=1SC(=C(N1)C(=O)OC)C1=CC=CC=C1